BrC1=C(N2C3=C(C(=C(C=C3C1=C=O)F)CCOCC)CCC2)CN2C(C1=C(C=C2)[C@@](C(OC1)=O)(O)CC)=O (S)-7-((2-bromo-8-(2-ethoxyethyl)-9-fluoro-1-carbonyl-6,7-dihydro-1H,5H-pyrido[3,2,1-ij]quinolin-3-yl)methyl)-4-ethyl-4-hydroxy-1,7-dihydro-3H-pyrano[3,4-c]pyridine-3,8(4H)-dione